3-(2-aminoethylamino)propyl-methyldiethoxysilane NCCNCCC[Si](OCC)(OCC)C